ClP(CCC#N)N(C(C)C)C(C)C 3-(chloro(diisopropylamino)phosphino)propionitrile